FC=1C2=CNN=C2C=CC1C#N 4-fluoro-2H-indazole-5-carbonitrile